FC1=C(OCC(C(=O)N[C@@H]2[C@H](CNCC2)C)(C)C)C=CC=C1 3-(2-fluorophenoxy)-2,2-dimethyl-N-((3S,4S)-3-methylpiperidin-4-yl)propanamide